(((1,3,5-triazine-2,4,6-triyl)tris(3-hydroxybenzene-4,1-diyl))tris(oxy))tris(1-butoxypropane-3,2-diyl) triacrylate C(C=C)(=O)OC(COCCCC)COC1=CC(=C(C=C1)C1=NC(=NC(=N1)C1=C(C=C(C=C1)OCC(COCCCC)OC(C=C)=O)O)C1=C(C=C(C=C1)OCC(COCCCC)OC(C=C)=O)O)O